(indenyl)tribenzylzirconium C1(C=CC2=CC=CC=C12)[Zr](CC1=CC=CC=C1)(CC1=CC=CC=C1)CC1=CC=CC=C1